(norbornyldimethylsiloxy)tris([2-(3,4-epoxycyclohexyl)ethyl]dimethylsiloxy)silane C12(CCC(CC1)C2)[Si](O[Si](O[Si](CCC2CC1C(CC2)O1)(C)C)(O[Si](CCC1CC2C(CC1)O2)(C)C)O[Si](C)(C)CCC2CC1C(CC2)O1)(C)C